2-amino-3-(1,2,5-thiadiazol-3-yl)propanoic acid NC(C(=O)O)CC1=NSN=C1